NC=1S/C(/C(N1)=O)=C/C1=NC=CC=C1 (5E)-2-Amino-5-(2-pyridinylmethylene)-1,3-thiazol-4(5H)-one